C1(=CC=CC=C1)C1=C(C(=NN=N1)C=1C(=C(C=CC1)C=1C(=CC=CC1)C1=CC=CC=C1)C1=C(C(=CC=2C3=CC=CC=C3CC12)C)C)C1=CC=CC=C1 (diphenyltriazinyl)(dimethylfluorenyl)terphenyl